FC1=C(C=C(C=C1F)F)C1=CC=C(N=N1)N1C[C@@H]2[C@H](C1)CCC2 (3AR,5s,6aS)-N-(6-(2,3,5-trifluorophenyl)pyridazin-3-yl)octahydrocyclopenta[c]pyrrole